ClC=1C=C(C=CC1C)C1=NOC(N1)=O 3-(3-chloro-4-methylphenyl)-4H-1,2,4-oxadiazol-5-one